C(C)(C)P(C1=C(SC(=C1P(C(C)C)C(C)C)CC)CC)C(C)C 3,4-bis(di-i-propylphosphino)-2,5-diethylthiophene